OCCOC12CC3(CC(C[C@H](C1)C3)C2)NCC(=O)N2[C@@H](CCC2)C#N (2S)-1-(((1S,3r,5S)-3-(2-hydroxyethoxy)adamantan-1-yl)glycyl)pyrrolidine-2-carbonitrile